2-chloro-5-(4-(methoxymethyl)tetrahydro-2H-pyran-4-yl)pyridine ClC1=NC=C(C=C1)C1(CCOCC1)COC